2-[[1-[3-(difluoromethoxy)-2-pyridyl]cyclopropanecarbonyl]amino]-4-[[3-fluoro-2-methoxy-propyl]-[4-(5,6,7,8-tetrahydro-1,8-naphthyridin-2-yl)butyl]amino]butanoic acid FC(OC=1C(=NC=CC1)C1(CC1)C(=O)NC(C(=O)O)CCN(CCCCC1=NC=2NCCCC2C=C1)CC(CF)OC)F